ferrocenyl-phosphine 2-methoxyethyl-(1S,2R,5R)-2-(hydroxycarbamoyl)-3-((6-(4-(2-hydroxypropan-2-yl)phenoxy)pyridin-3-yl)sulfonyl)-3,8-diazabicyclo[3.2.1]octane-8-carboxylate COCCOC(=O)N1[C@@H]2[C@@H](N(C[C@H]1CC2)S(=O)(=O)C=2C=NC(=CC2)OC2=CC=C(C=C2)C(C)(C)O)C(NO)=O.[C-]2(C=CC=C2)P.[CH-]2C=CC=C2.[Fe+2]